BrC1=C(C=C(C(=O)N2C[C@H](N([C@H](C2)C)C(=O)OC(C)(C)C)C)C=C1)F tert-butyl (2R,6S)-4-(4-bromo-3-fluorobenzoyl)-2,6-dimethylpiperazine-1-carboxylate